6-chloro-N-[4-(difluoromethoxy)-2,5-difluorophenyl]-1-(2,3-dihydroxypropyl)indole-3-sulfonamide ClC1=CC=C2C(=CN(C2=C1)CC(CO)O)S(=O)(=O)NC1=C(C=C(C(=C1)F)OC(F)F)F